N-(4-(2-chlorophenyl)thiazol-2-yl)-5-(piperazin-1-yl)picolinamide hydrochloride Cl.ClC1=C(C=CC=C1)C=1N=C(SC1)NC(C1=NC=C(C=C1)N1CCNCC1)=O